2-(chloromethyl)-6-cyclopropyl-8-(4-methylpiperazin-1-yl)imidazo[1,2-a]pyridine ClCC=1N=C2N(C=C(C=C2N2CCN(CC2)C)C2CC2)C1